CCOC1=NC2=CC=CC(=C2N1CC3=CC=C(C=C3)C4=CC=CC=C4C5=NN=N[N-]5)C(=O)[O-] The molecule is a monocarboxylic acid anion resulting from the deprotonation of the tetrazole NH group and carboxy group of candesartan. It is the major species at pH 7.3. It is a conjugate base of a candesartan.